chlorate vanadium [V+5].Cl(=O)(=O)[O-].Cl(=O)(=O)[O-].Cl(=O)(=O)[O-].Cl(=O)(=O)[O-].Cl(=O)(=O)[O-]